NC=1C=2N(C=CN1)C(=NC2C2=C(C=C(C(=O)NC1=NC=CC(=C1)C1CC1)C=C2)F)[C@@]2(CC[C@@H]1N(C2)C(OC1)=O)C 4-{8-amino-3-[(6R,8aS)-6-methyl-3-oxohexahydro[1,3]oxazolo[3,4-a]pyridin-6-yl]imidazo[1,5-a]pyrazin-1-yl}-N-(4-cyclopropylpyridin-2-yl)-3-fluorobenzamide